7-methoxy-1-[(3-oxo-2-azabicyclo[3.1.0]hex-1-yl)methoxy]isoquinoline-6-carboxamide COC1=C(C=C2C=CN=C(C2=C1)OCC12NC(CC2C1)=O)C(=O)N